5-[2-Cyclopropyl-5-(difluoromethyl)imidazo[4,5-b]pyridin-3-yl]indolin C1(CC1)C1=NC=2C(=NC(=CC2)C(F)F)N1C=1C=C2CCNC2=CC1